CC=1SC(=C(N1)C(F)(F)F)CN 1-[2-methyl-4-(trifluoromethyl)-1,3-thiazol-5-yl]Methylamine